BrC=1C(=NC(=NC1)Cl)Cl 5-bromo-2,4-Dichloropyrimidine